(4-((R)-2-Amino-3-(1H-tetrazol-1-yl)propoxy)phenyl)((R)-3-(4-chlorophenyl)pyrrolidin-1-yl)methanon N[C@@H](COC1=CC=C(C=C1)C(=O)N1C[C@H](CC1)C1=CC=C(C=C1)Cl)CN1N=NN=C1